2-(2-chloro-6-(trifluoromethoxy)-1H-benzo[d]imidazol-1-yl)-N,N-dimethylacetamide ClC1=NC2=C(N1CC(=O)N(C)C)C=C(C=C2)OC(F)(F)F